5-chloro-N4-(((R)-tetrahydrofuran-2-yl)methyl)pyrimidine-2,4-diamine Hydrochloride Cl.ClC=1C(=NC(=NC1)N)NC[C@@H]1OCCC1